2-(4-cyclopropyl-6-methoxypyrimidin-5-yl)-8-(((1r,4r)-4-(1-methyl-4-(trifluoromethyl)-1H-imidazol-2-yl)cyclohexyl)methyl)pyrido[2,3-d]pyrimidin-7(8H)-one C1(CC1)C1=NC=NC(=C1C=1N=CC2=C(N1)N(C(C=C2)=O)CC2CCC(CC2)C=2N(C=C(N2)C(F)(F)F)C)OC